P(=O)(O)(O)[O-].[Mn+2].P(=O)(O)(O)[O-] manganous dihydrogenphosphate